Methyl 4-octadecyloxy-3-methoxybenzoate C(CCCCCCCCCCCCCCCCC)OC1=C(C=C(C(=O)OC)C=C1)OC